1-(9-ethyl-6-morpholino-8-(pyridin-4-yl)-9H-purin-2-yl)-4-phenyl-1H-pyrazol C(C)N1C2=NC(=NC(=C2N=C1C1=CC=NC=C1)N1CCOCC1)N1N=CC(=C1)C1=CC=CC=C1